methyl 5-[(3R,5S)-4-tert-butoxycarbonyl-3,5-dimethyl-piperazin-1-yl]pyrido[4,3-c]pyridazine-8-carboxylate C(C)(C)(C)OC(=O)N1[C@@H](CN(C[C@@H]1C)C1=NC=C(C=2N=NC=CC21)C(=O)OC)C